C(C=C)C=1C=CC(=C(C(=O)OC)C1)N methyl 5-allyl-2-amino-benzoate